NC=1C2=C(N=CN1)N(C=C2Br)[C@@H]2O[C@@H]([C@H]([C@H]2O)O)\C=C\C2CNCC2 (2R,3R,4S,5R)-2-{4-amino-5-bromo-7H-pyrrolo[2,3-d]pyrimidin-7-yl}-5-[(1E)-2-(pyrrolidin-3-yl)ethenyl]oxolane-3,4-diol